(R)-(1,3-dimethyl-azetidin-3-yl)-(4-isopropyl-phenyl)-[5-(4-methyl-Azol-2-yl)-pyridin-3-yl]-methanol CN1CC(C1)(C)[C@@](O)(C=1C=NC=C(C1)C=1NC=C(C1)C)C1=CC=C(C=C1)C(C)C